C(C1=CC=CC=C1)(=O)N1CCC(CC1)CCCCNC(C=CC=1C=NC=CC1)=O N-[4-(1-benzoylpiperidin-4-yl)butyl]-3-(pyridin-3-yl)acrylamide